S[Ag] mercaptosilver